FC(CN1C=CC=2C1=CN=C(C2)[C@@H](C)NC(CC2=CC=C(C=C2)C(F)(F)F)=O)(F)F (R)-N-(1-(1-(2,2,2-trifluoroethyl)-1H-pyrrolo[2,3-c]pyridin-5-yl)ethyl)-2-(4-(trifluoromethyl)phenyl)acetamide